BrC=1C=C2C(N(C(NC2=CC1)=NOCC1=C(N=C(S1)C)C)CC=1C=NN(C1)C)=O 6-bromo-2-[(2,4-dimethylthiazol-5-yl)methoxyimino]-3-[(1-methylpyrazol-4-yl)methyl]-1H-quinazolin-4-one